N(=[N+]=[N-])CCOCCN1CCC(CC1)(O)C1=NC=C(C=N1)C=1N=C2C(=C(C(=NC2=CC1F)C)Cl)N[C@H](C)C=1C=C(C#N)C=CC1F (R)-3-(1-((6-(2-(1-(2-(2-azidoethoxy)ethyl)-4-hydroxypiperidin-4-yl)pyrimidin-5-yl)-3-chloro-7-fluoro-2-methyl-1,5-naphthyridin-4-yl)amino)ethyl)-4-fluorobenzonitrile